CC1=C(N=C(O1)C1CCN(CC1)C)NC1=NC=C(C(=N1)NCCCN1C(COCCC1)=O)C(F)(F)F 4-(3-((2-((5-methyl-2-(1-methylpiperidin-4-yl)oxazol-4-yl)amino)-5-(trifluoromethyl)pyrimidin-4-yl)amino)propyl)-1,4-oxazepan-3-one